FC1=CC=C2C=3C=CC(=CC3NC2=C1)CC(=O)NCC=1C=NC(=CC1)O 2-(7-fluoro-9H-carbazol-2-yl)-N-((6-hydroxypyridin-3-yl)methyl)acetamide